3-HYDROXY-4-PHENYLBUTAN-2-ONE OC(C(C)=O)CC1=CC=CC=C1